1,2-di(tetradecanoyl)-sn-glycero-3-phosphorylcholine C(CCCCCCCCCCCCC)(=O)OC[C@@H](OC(CCCCCCCCCCCCC)=O)COP(=O)(O)OCC[N+](C)(C)C